(2-(4,4-dimethyl-1,4-dihydroquinazolin-2-yl)-1H-imidazol-4-yl)-N-(methylsulfonyl)benzamide CC1(N=C(NC2=CC=CC=C12)C=1NC=C(N1)C1=C(C(=O)NS(=O)(=O)C)C=CC=C1)C